1-cyclobutyl-5-hydroxypyrazole-4-carboxylic acid ethyl ester C(C)OC(=O)C=1C=NN(C1O)C1CCC1